CC1=C(OCC2OC2)C=CC=C1 [(2-methylphenoxy)methyl]oxirane